N-(4-bromo-2,5-difluorophenyl)-6-(difluoromethoxy)-7-hydroxypyrazolo[1,5-a]pyridine-3-sulfonamide BrC1=CC(=C(C=C1F)NS(=O)(=O)C=1C=NN2C1C=CC(=C2O)OC(F)F)F